1-azido-4-chloro-1-cyclopentyl-2,3-dihydro-1H-indene N(=[N+]=[N-])C1(CCC2=C(C=CC=C12)Cl)C1CCCC1